[Hg].[Sn].[Bi] bismuth tin-mercury